COC1CCC(CC1)CN[C@H]1[C@H](CCC1)OC=1C=C2CN(C(C2=CC1)=O)C1C(NC(CC1)=O)=O 3-(5-(((1S,2R)-2-((((1R,4R)-4-methoxycyclohexyl)methyl)amino)cyclopentyl)oxy)-1-oxoisoindolin-2-yl)piperidine-2,6-dione